C(C)C1=C(C=CC=C1C(F)(F)F)C=1CCCC2=C(C1C1=CC=C(C=C1)CC1CN(C1)CCCF)C=CC(=C2)C(=O)O 8-(2-ethyl-3-(trifluoromethyl)phenyl)-9-(4-((1-(3-fluoropropyl)azetidin-3-yl)methyl)phenyl)-6,7-dihydro-5H-benzo[7]annulene-3-carboxylic acid